BrCC(C(F)F)C 2-(bromomethyl)-1,1-difluoropropane